dicetyl-1,14-tetradecylenedicarboxylic acid C(CCCCCCCCCCCCCCC)C(CCCCCCCCCCCCCC(=O)O)(C(=O)O)CCCCCCCCCCCCCCCC